3'-Methyl-2-(3-methylbut-2-enoyl)-1'-phenyl-7-(trifluoromethyl)-2H-spiro[phthalazine-1,4'-pyrazol]-5'(1'H)-one CC1=NN(C(C12N(N=CC1=CC=C(C=C12)C(F)(F)F)C(C=C(C)C)=O)=O)C1=CC=CC=C1